6-(2-methylpyridin-4-yl)-N-((5-phenylpyridin-2-yl)methyl)-2,7-naphthyridin-1-amine CC1=NC=CC(=C1)C=1C=C2C=CN=C(C2=CN1)NCC1=NC=C(C=C1)C1=CC=CC=C1